2-(2-sulfobenzamido)butanoic acid S(=O)(=O)(O)C1=C(C(=O)NC(C(=O)O)CC)C=CC=C1